C(C)OC1=C(C(=NN1CC1CNCCO1)C1=CC(=C(C#N)C=C1)F)C=1C=C2C=NN(C2=CC1)C 4-(5-ethoxy-4-(1-methyl-1H-indazol-5-yl)-1-(morpholin-2-ylmethyl)-1H-pyrazol-3-yl)-2-fluorobenzonitrile